CO[Si](C(C(C(C(C(CCC(F)(F)F)F)(F)F)(F)F)(F)F)(F)F)(OC)OC trimethoxydodecafluorooctyl-silane